COC1=CC=C(C=C1)CN(C1=NC(=C(C(=N1)OC)CC(CO)O)OC)CC1=CC=C(C=C1)OC 3-[2-[bis[(4-methoxyphenyl)methyl]amino]-4,6-dimethoxy-pyrimidin-5-yl]propane-1,2-diol